(6Ar)-3-(2,6-dimethyloctan-2-yl)-6,6,9-trimethyl-6a,7,10,10a-tetrahydrobenzo[c]chromen-1-ol CC(C)(CCCC(CC)C)C=1C=C(C=2C3[C@H](C(OC2C1)(C)C)CC=C(C3)C)O